N-(cyanomethyl)-4-(trifluoromethyl)pyridine-3-carboxamide C(#N)CNC(=O)C=1C=NC=CC1C(F)(F)F